2-(dodecylthiocarbonylthio)propanoic acid C(CCCCCCCCCCC)C(=S)SC(C(=O)O)C